ClC1=CC(=C(C=C1)C1(OC2=C(O1)C=CC=C2C2CCN(CC2)CC2=NC=C(C(N)=NO)C=C2CCOC)C)F 6-((4-(2-(4-chloro-2-fluorophenyl)-2-methylbenzo[d][1,3]dioxol-4-yl)piperidin-1-yl)methyl)-N'-hydroxy-5-(2-methoxyethyl)nicotinimidamide